N-(3-{4-chloro-6-[(3S)-3-methoxyoxolan-3-yl]pyridin-2-yl}-1-methylpyrrolo[2,3-c]pyridin-5-yl)acetamide ClC1=CC(=NC(=C1)[C@@]1(COCC1)OC)C1=CN(C2=CN=C(C=C21)NC(C)=O)C